5-[4-amino-5-(trifluoromethyl)pyrrolo[2,1-f][1,2,4]triazin-7-yl]-2-fluoro-N-[(3R,4S)-4-fluoro-1-(4-fluorobenzoyl)pyrrolidin-3-yl]benzamide NC1=NC=NN2C1=C(C=C2C=2C=CC(=C(C(=O)N[C@@H]1CN(C[C@@H]1F)C(C1=CC=C(C=C1)F)=O)C2)F)C(F)(F)F